C(C1=CC=CC=C1)OC=1C=C(C=CC1)C1CCC(CC1)OCC1=NC=CC=C1NS(=O)(=O)N(C)C N'-(2-((((1s,4s)-4-(3-(benzyloxy)phenyl)cyclohexyl)oxy)methyl)pyridin-3-yl)-N,N-dimethyl-sulfamide